propylene diacrylate C(C=C)(=O)OCC(C)OC(C=C)=O